(E)-3-(2-isocyanatophenyl)acrylic acid methyl ester COC(\C=C\C1=C(C=CC=C1)N=C=O)=O